2-chloro-4-[[3-fluoro-4-[1-methyl-4-(trifluoromethyl)imidazol-2-yl]phenyl]methoxy]-5-iodo-pyrimidine ClC1=NC=C(C(=N1)OCC1=CC(=C(C=C1)C=1N(C=C(N1)C(F)(F)F)C)F)I